5-fluoro-2-(4-(4-fluoro-2-iodophenoxy)butoxy)-1-iodo-3-methylbenzene FC=1C=C(C(=C(C1)I)OCCCCOC1=C(C=C(C=C1)F)I)C